(S)-1-(7-((S)-2-cyclopropoxy-1-(5,5-difluoro-2-oxotetrahydropyrimidin-1(2H)-yl)ethyl)imidazo[1,2-b]pyridazin-2-yl)-4,4,4-trifluoro-3,3-dimethylbutan-1-aminium trifluoroacetate FC(C(=O)[O-])(F)F.C1(CC1)OC[C@@H](N1C(NCC(C1)(F)F)=O)C1=CC=2N(N=C1)C=C(N2)[C@H](CC(C(F)(F)F)(C)C)[NH3+]